Cl.C(C1=CC=CC=C1)C=1C=C(C=CC1)NC(=O)[C@@H]1CNC[C@H]1C1=CC=CC=C1 |r| (±)-trans-N-(3-benzyl-phenyl)-4-phenylpyrrolidine-3-carboxamide hydrochloride